COC1=NC=CC2=C1C(N(N=C2)C)=O 5-methoxy-3-methyl-4-oxo-3,4-dihydropyrido[3,4-d]pyridazin